CC1=NOC(=C1)C(=O)N 3-methyl-isoxazole-5-carboxamide